ClC1=C(C=C(C=C1)F)C(O)C=1C=2N(C=CC1N=C(C1=CC=CC=C1)C1=CC=CC=C1)C=CN2 (2-Chloro-5-fluorophenyl)(7-((diphenylmethylene)amino)imidazo[1,2-a]pyridin-8-yl)methanol